C(C)(C)(C)OC(=O)N1C(CC1)OCC=1C=NN(C1)C ((1-methyl-1H-pyrazol-4-yl)methoxy)azetidine-1-carboxylic acid tert-butyl ester